ClC=1C=2N(C=CC1Cl)C=1[C@H](N(CCC1N2)C(=O)C2=NC=C(C=N2)OC)C (R)-(6,7-dichloro-1-methyl-3,4-dihydroimidazo[1,2-a:5,4-c']dipyridin-2(1H)-yl)(5-methoxypyrimidin-2-yl)methanone